3-(benzylamino)-4-((4-(5-(trifluoromethyl)-1,2,4-oxadiazol-3-yl)benzyl)amino)cyclobut-3-ene-1,2-dione C(C1=CC=CC=C1)NC=1C(C(C1NCC1=CC=C(C=C1)C1=NOC(=N1)C(F)(F)F)=O)=O